C12(CC1)CNC1=CC=CC=C1C2 Spiro[1,4-dihydroquinoline-3,1'-cyclopropane]